CN1[C@H](CCC1=O)C(=O)O[Li] lithio (2R)-1-methyl-5-oxopyrrolidine-2-carboxylate